ClC1=CSC2=C1N(CCC2)C 3-chloro-4-methyl-6,7-dihydro-thieno[3,2-b]pyridine